ClC1=NC(=CC=C1C=1CCN(CC1)CC1CC=2NC(C(=CC2CO1)C)=O)C(=O)NC 2-chloro-N-methyl-1'-((3-methyl-2-oxo-1,5,7,8-tetrahydro-2H-pyrano[4,3-b]pyridin-7-yl)methyl)-1',2',3',6'-tetrahydro-[3,4'-bipyridine]-6-carboxamide